CN1C(=NC2=C1C=C(C=C2C)C2=CC=C(C=C2)N2CCC(CC2)N(C)C)C2=CC=C(C=C2)S(=O)(=O)C 1-(4-(1,4-dimethyl-2-(4-(methylsulfonyl)phenyl)-1H-benzo[d]imidazol-6-yl)phenyl)-N,N-dimethylpiperidin-4-amine